(S,E)-4-bromopent-2-enoic acid Br[C@H](/C=C/C(=O)O)C